methyl (S)-3-(8-nitro-6-(2-fluorophenyl)-1-((3-(4-(2-hydroxyethyl)piperazin-1-yl)propyl)thio)-4H-benzo[f][1,2,4]triazolo[4,3-a][1,4]diazepin-4-yl)propionate [N+](=O)([O-])C=1C=CC2=C(C(=N[C@H](C=3N2C(=NN3)SCCCN3CCN(CC3)CCO)CCC(=O)OC)C3=C(C=CC=C3)F)C1